C(C)(C)(C)N(C(C1=NC=CC(=C1O)NC1=C(C(C1=O)=O)NC1C(CCC=2N=C(SC21)C)(C)C)=O)C N-(tert-butyl)-4-((3,4-dioxo-2-((2,6,6-trimethyl-4,5,6,7-tetrahydrobenzo[d]thiazol-7-yl)amino)cyclobut-1-en-1-yl)amino)-3-hydroxy-N-methylpicolinamide